ClC=1C=C(C=C(C1OC1=CC2=C(N=N1)NC(C2(C)C)=O)Cl)N2N=C(C(NC2=O)=O)C#N 2-(3,5-dichloro-4-((5,5-dimethyl-6-oxo-6,7-dihydro-5H-pyrrolo[2,3-c]pyridazin-3-yl)oxy)phenyl)-3,5-dioxo-2,3,4,5-tetrahydro-1,2,4-triazine-6-carbonitrile